FC1(CCC(CC1)[C@@H]1NC2=CC=CN=C2[C@@H]([C@H]1C)NC(OCC1=CC=CC=C1)=O)F |r| Benzyl ((2SR,3SR,4RS)-2-(4,4-difluorocyclohexyl)-3-methyl-1,2,3,4-tetrahydro-1,5-naphthyridin-4-yl)carbamate